(1R,3S)-N1-ethyl-N3-{[4-(pyridin-3-yl)phenyl]methyl}-N1-[6-(2,2,2-trifluoroethyl)thieno[2,3-d]pyrimidin-4-yl]cyclopentane-1,3-diamine hydrochloride Cl.C(C)N([C@H]1C[C@H](CC1)NCC1=CC=C(C=C1)C=1C=NC=CC1)C=1C2=C(N=CN1)SC(=C2)CC(F)(F)F